CC=1C(=NOC1C)N(S(=O)(=O)C=1C(=CC=CC1)C1=C(C=CC=C1)COCC)COCCOC N-(4,5-dimethylisoxazol-3-yl)-2'-(ethoxymethyl)-N-((2-methoxyethoxy)methyl)-[1,1'-biphenyl]-2-sulfonamide